BrC1=CC(=C(OC2=CC=C(C=C2)CCC2CCN(CC2)C(=O)OC(C)(C)C)C=C1)C=1C2=C(C(N(C1)C)=O)N(C=C2)S(=O)(=O)C2=CC=C(C=C2)C tert-butyl 4-[2-[4-[4-bromo-2-[6-methyl-7-oxo-1-(p-tolylsulfonyl)pyrrolo[2,3-c]pyridin-4-yl]phenoxy]phenyl]ethyl]piperidine-1-carboxylate